BrC=1C(=NN(C1)C1N=C(OC1)C1=CC=CC=C1)C 4-(4-bromo-3-methyl-1H-pyrazol-1-yl)-2-phenyl-4,5-dihydro-oxazole